[6-[[2-methylsulfonyl-4-(trifluoromethyl)phenyl]methyl]-2-azaspiro[3.3]heptan-2-yl]-[(3S)-3-(1H-1,2,4-triazol-5-yl)pyrrolidin-1-yl]methanone CS(=O)(=O)C1=C(C=CC(=C1)C(F)(F)F)CC1CC2(CN(C2)C(=O)N2C[C@H](CC2)C2=NC=NN2)C1